C(C)C(C(CC(CC)=O)=O)CCCC 6-ethyl-decane-3,5-dione